di(2-naphthyl)methylene(cyclopentadienyl)(2,3,6,7-tetratert-butylfluorenyl)zirconium dichloride [Cl-].[Cl-].C1=C(C=CC2=CC=CC=C12)C(=[Zr+2](C1=C(C(=CC=2C3=CC(=C(C=C3CC12)C(C)(C)C)C(C)(C)C)C(C)(C)C)C(C)(C)C)C1C=CC=C1)C1=CC2=CC=CC=C2C=C1